ClC=1C=CC2=C(N(C(N(C3=C2C=C(N=C3)C#N)CC)=O)C3=C(C=C(C=C3F)[N+](=O)[O-])F)C1 9-chloro-7-(2,6-difluoro-4-nitrophenyl)-5-ethyl-6-oxo-6,7-dihydro-5H-benzo[d]pyrido[4,3-f][1,3]diazepine-2-carbonitrile